diphenyl-4-(phenylsulfanyl)phenylsulfonium tetrakis(pentafluorophenyl)borate FC1=C(C(=C(C(=C1[B-](C1=C(C(=C(C(=C1F)F)F)F)F)(C1=C(C(=C(C(=C1F)F)F)F)F)C1=C(C(=C(C(=C1F)F)F)F)F)F)F)F)F.C1(=CC=CC=C1)[S+](C1=CC=C(C=C1)SC1=CC=CC=C1)C1=CC=CC=C1